CN(CCO)CC(F)(F)F 2-(methyl(2,2,2-trifluoroethyl)amino)ethan-1-ol